ClC1=C(C=CC=C1)N1C(N=C(C2=CC(=C(C=C12)C1CC1)C#N)N[C@H]1[C@@H](C1)F)=O 1-(2-chlorophenyl)-7-cyclopropyl-4-(((trans)-2-fluorocyclopropyl)amino)-2-oxo-1,2-dihydroquinazoline-6-carbonitrile